ClC1=C(C=CC=C1)N=C=O 2-chlorophenylisocyanate